CC1=CC=C(C=C1)S(=O)(=O)[O-].C(C)C=1NC=C[NH+]1 ethylimidazolium p-toluenesulfonate